2-butyl-2-ethylpropane-1,3-diol C(CCC)C(CO)(CO)CC